Glycyl-3-[3-bromo-5-(1,1-dimethylethyl)phenyl]-beta-alanine NCC(=O)NC(CC(=O)O)C1=CC(=CC(=C1)C(C)(C)C)Br